(±)-tert-Butyl (5-((4-(1-((tert-butoxycarbonyl)amino)cyclopropyl)-3-((methylsulfinyl)methyl)phenyl)amino)-3-cyanopyrazolo(1,5-a)pyrimidin-7-yl)(cyclopropyl)carbamate C(C)(C)(C)OC(=O)NC1(CC1)C1=C(C=C(C=C1)NC1=NC=2N(C(=C1)N(C(OC(C)(C)C)=O)C1CC1)N=CC2C#N)C[S@](=O)C |r|